phenyl-(4-(prop-2-yne-1-oxy)phenyl)methanol C1(=CC=CC=C1)C(O)C1=CC=C(C=C1)OCC#C